4-(4-(2-(tert-butyl)-4-oxo-4,7-dihydro-5H-spiro[benzo[d]thiazole-6,4'-piperidine]-1'-carbonyl)-6-methoxypyridin-2-yl)benzamide C(C)(C)(C)C=1SC2=C(N1)C(CC1(CCN(CC1)C(=O)C1=CC(=NC(=C1)OC)C1=CC=C(C(=O)N)C=C1)C2)=O